Cl.FC(C1=CC(=NC2=C1N=C(N=C2)N[C@@H]2CNC[C@H](C2)F)C2=CC(=C(C=C2)NS(=O)(=O)CC2=CC=C(C=C2)F)F)F N-[4-[8-(Difluoromethyl)-2-[[(3S,5S)-5-fluoro-3-piperidyl]amino]pyrido[3,2-d]pyrimidin-6-yl]-2-fluorophenyl]-1-(4-fluorophenyl)methanesulfonamide hydrochloride